ClC1=C(C=CC(=C1)Cl)C1=NN=C(O1)NC(C1=C(C=CC=C1)OC1=CC(=CC=C1)F)=O N-(5-(2,4-dichlorophenyl)-1,3,4-oxadiazol-2-yl)-2-(3-fluorophenoxy)benzamide